[Ca].[N+](=O)([O-])C=1N=NNC1 nitrotriazole calcium salt